COC=1C=CC(=NC1OCCC)C=1C=NC=C(C1)C1CB(OC1)O 4-(5-Methoxy-6-propoxy-[2,3'-bipyridin]-5'-yl)-1,2-oxaborolan-2-ol